(R)-N-(4-methoxy-5-((6-(3-(3-(6-methoxypyridin-3-yl)phenyl)-isoxazolidin-2-yl)-pyrimidin-4-yl)-amino)-2-(4-meth-ylpiperazin-1-yl)-phenyl)acrylamide COC1=CC(=C(C=C1NC1=NC=NC(=C1)N1OCC[C@@H]1C1=CC(=CC=C1)C=1C=NC(=CC1)OC)NC(C=C)=O)N1CCN(CC1)C